C(C)N1C(NC2=CC(=CC=C2C1)CN1CCN(CC1)C=1C(=NC(=CC1)F)C(=O)NC)=O (4-((3-ethyl-2-oxo-1,2,3,4-tetrahydroquinazolin-7-yl)methyl)piperazin-1-yl)-6-fluoro-N-methylpyridinecarboxamide